C(C)(C)(C)C=1N=CC=2N(C1)C(=CN2)C2=C(C=C(C(=N2)N[C@H]2CNCCC2)F)F (R)-6-(6-(tert-butyl)imidazo[1,2-a]pyrazin-3-yl)-3,5-difluoro-N-(piperidin-3-yl)pyridin-2-amine